1-geranylgeranylazacycloheptan C(\C=C(/C)\CCC=C(C)C)C(\C=C(/C)\CCC=C(C)C)N1CCCCCC1